1-heptadecanoyl-2-(5Z,8Z,11Z,14Z,17Z-eicosapentaenoyl)-glycero-3-phosphocholine CCCCCCCCCCCCCCCCC(=O)OC[C@H](COP(=O)([O-])OCC[N+](C)(C)C)OC(=O)CCC/C=C\C/C=C\C/C=C\C/C=C\C/C=C\CC